N1(CCC1)C1=C2C(=NC=C1)NC=C2C=2C=NNC2 4-(azetidin-1-yl)-3-(1H-pyrazol-4-yl)-1H-pyrrolo[2,3-b]Pyridine